CC(CO)(CO)O 2-methyl-1,2,3-propanetriol